ClC1=C(C=C(C=2C([C@@]3([C@@H](CC(C=C3OC)=O)C)OC21)=O)OCCOC2OCCCC2)C(=O)OC2=C(C=C(C=C2Cl)Cl)Cl (2,4,6-trichlorophenyl) (2S,5'R)-7-chloro-1'-methoxy-5'-methyl-3,3'-dioxo-4-(2-tetrahydropyran-2-yloxyethoxy)spiro[benzofuran-2,6'-cyclohexene]-6-carboxylate